C(C)OC(=O)C1=NC(=C(N=C1N1CCC2([C@@H]([C@@H](OC2)C)N)CC1)C)Br Ethyl-((3S,4S)-4-amino-3-methyl-2-oxa-8-azaspiro[4.5]decan-8-yl)-6-bromo-5-methylpyrazine-2-carboxylate